2-(6-(1-((1S,4R,3S,5R)-2-fluoro-1,5-dimethyl-8-azabicyclo[3.2.1]octan-3-yl)vinyl)pyridazin-3-yl)-5-(1H-imidazol-1-yl)phenol FC1[C@@]2(CC[C@](C[C@H]1C(=C)C1=CC=C(N=N1)C1=C(C=C(C=C1)N1C=NC=C1)O)(N2)C)C